NC1=CC=CC(=N1)S(=O)(=O)NC(=O)C=1C(=NC(=CC1)C1=CC(=CC(=C1)OCC(C)C)F)N1CCC(CC1)O N-[(6-Amino-2-pyridyl)sulfonyl]-6-(3-fluoro-5-isobutoxyphenyl)-2-(4-hydroxy-1-piperidyl)pyridin-3-carboxamid